FC1=C(C=CC(=C1)I)NC1=CC(N(N=C1C(=O)N1CC(C1)(C1=NC2=C(N1C)C=CC=C2)O)C)=O 5-[(2-fluoro-4-iodophenyl)amino]-6-{[3-hydroxy-3-(1-methyl-1H-benzimidazol-2-yl)azetidin-1-yl]carbonyl}-2-methylpyridazin-3(2H)-one